OC1=C(C=CC(=C1)O\C(=C/C)\CC)C(\C=C\C1=CC=C(C=C1)O/C(=C/C)/CC)=O (E)-1-[2-Hydroxy-4-[(Z)-pent-2-en-3-yl]oxyphenyl]-3-[4-[(E)-pent-2-en-3-yl]oxyphenyl]prop-2-en-1-one